C(C1=CC=CC=C1)OCC[C@H]1[C@H](O[C@H](C1O)O)COC(C1=CC=CC=C1)=O benzoic acid [(2s,3r,5r)-3-(2-benzyloxyethyl)-4,5-dihydroxy-tetrahydrofuran-2-yl]Methyl ester